CON(CCC1=CC=CC=C1)OC dimethoxyphenethylamine